ClC=1C=C(CNC(CN2N=C(C=CC2=O)C2=CC=C(C=C2)OC)=O)C=CC1 N-(3-chlorobenzyl)-2-(3-(4-methoxyphenyl)-6-oxopyridazin-1(6H)-yl)acetamide